NC1=NC=NN2C1=C(C=C2C=2SC(=CN2)C)C2=CC(=C(C=C2)CC(=O)OC(C)(C)C)OC tert-Butyl 2-(4-(4-amino-7-(5-methylthiazol-2-yl)pyrrolo[2,1-F][1,2,4]triazin-5-yl)-2-methoxyphenyl)acetate